C1(=CC=CC=C1)CCC(=O)[O-] 3-phenyl-propionate